NCC(CC[Si](OC)(OC)OC)C 4-amino(3-methylbutyl)trimethoxysilane